gamma-(Boc-amino)butyric acid C(=O)(OC(C)(C)C)NCCCC(=O)O